C1(CC1)CC=1N(C(=CC1C=1SC=C(N1)C(=O)O)C1=CC(=CC=C1)C#CCCC(C)C)CC1=CC(=C(C=C1)S(N)(=O)=O)F 2-(2-(cyclopropylmethyl)-1-(3-fluoro-4-sulfamoylbenzyl)-5-(3-(5-methylhex-1-yn-1-yl)phenyl)-1H-pyrrol-3-yl)thiazole-4-carboxylic acid